C(CCCCCCCCCCCCCCC=CCC=CC)(=O)O Heneicosa-16,19-dienoic acid